6-([2,2'-Bipyridin]-3-yl)-[1,2,4]triazolo[1,5-a]pyridin N1=C(C(=CC=C1)C=1C=CC=2N(C1)N=CN2)C2=NC=CC=C2